N-(S)-(sec-butyl)glycine C(C)(CC)NCC(=O)O